C(CC1=CC=CC=C1)OC(=O)C1CCCCC1 cyclohexanecarboxylic acid-(S)-(-)-1-phenethyl ester